FC1=CC=C2C(=CC(=NC2=C1)C1=C(C(=NC=C1C)OC)C)C(C)C 7-fluoro-4-isopropyl-2-(2-methoxy-3,5-dimethylpyridin-4-yl)quinolin